8-isoprenyl-genistein C(=CC(C)=C)C1=C(C=C(C=2C(C(=COC12)C1=CC=C(O)C=C1)=O)O)O